6-Methyl-4-(4,4,5,5-tetramethyl-1,3,2-dioxaborolan-2-yl)-1-tosyl-1,6-dihydro-7H-pyrrolo[2,3-c]Pyridin-7-one CN1C(C2=C(C(=C1)B1OC(C(O1)(C)C)(C)C)C=CN2S(=O)(=O)C2=CC=C(C)C=C2)=O